Cl.CC1=C(CON)C=CC(=C1)C O-(2,4-dimethylbenzyl)hydroxylamine hydrochloride